FC1(CCC(CC1)C1=CC=CC(=N1)C=1N=NN(C1)C1=C(C=C(C=C1)NS(=O)(=O)C)N1CCC2(CC2)CC1)F N-(4-(4-(6-(4,4-difluorocyclohexyl)pyridin-2-yl)-1H-1,2,3-triazol-1-yl)-3-(6-azaspiro[2.5]octan-6-yl)phenyl)methanesulfonamide